(R)-N-(1-(7-(3,4-dimethoxyphenyl)pyrazolo[1,5-a]pyrimidine-2-carbonyl)pyrrolidin-3-yl)benzamide COC=1C=C(C=CC1OC)C1=CC=NC=2N1N=C(C2)C(=O)N2C[C@@H](CC2)NC(C2=CC=CC=C2)=O